(2S)-3-(3-bromo-5-fluoro-phenyl)-2-[(3R)-1-tert-butoxycarbonylpyrrolidin-3-yl]propionic acid BrC=1C=C(C=C(C1)F)C[C@H](C(=O)O)[C@@H]1CN(CC1)C(=O)OC(C)(C)C